ClC=1N=C(C2=C(N1)C=CN2COCC[Si](C)(C)C)C(F)(F)F 2-[[2-chloro-4-(trifluoromethyl)pyrrolo[3,2-d]pyrimidin-5-yl]methoxy]ethyl-trimethyl-silane